C1=CC=CC=2C3=CC=CC=C3C(C12)COC(=O)N[C@@H](C(=O)O)CO (2R)-2-{[(9H-fluoren-9-ylmethoxy)carbonyl]amino}-3-hydroxypropanoic acid